N-(3-(7-(ethylsulfonyl)-2-methyl-2,3-dihydro-[1,4]dioxino[2,3-c]pyridin-5-yl)-1H-pyrrolo[2,3-c]pyridin-5-yl)acetamide C(C)S(=O)(=O)C1=CC2=C(C(=N1)C1=CNC3=CN=C(C=C31)NC(C)=O)OCC(O2)C